C[Si](C)(C)C TETRAMETHYLSILANE